2-[4-Chloro-6-[4-(1-cyclopropylpiperidin-4-yl)phenyl]-7-methoxyindazol-2-yl]-2-[rac-(6R)-6-fluoro-6,7-dihydro-5H-pyrrolo[1,2-c]imidazol-1-yl]-N-(1,3-thiazol-2-yl)acetamide ClC=1C2=CN(N=C2C(=C(C1)C1=CC=C(C=C1)C1CCN(CC1)C1CC1)OC)C(C(=O)NC=1SC=CN1)C1=C2N(C=N1)C[C@@H](C2)F |r|